epsilon-acetyl-lysine C(C)(=O)C(CCC[C@H](N)C(=O)O)N